3,7-dibromo-2,8-dimethoxy-5,5-diphenyl-5H-dibenzo[b,d]germole BrC=1C(=CC2=C([Ge](C3=C2C=C(C(=C3)Br)OC)(C3=CC=CC=C3)C3=CC=CC=C3)C1)OC